C1(=CC=CC2=NC=C3C=CC=CC3=C12)C=1C(=NC2=C3N=CC=CC3=CC=C2C1)C1=CC=CC2=NC=C3C=CC=CC3=C12 phenanthridinyl-(phenanthridyl)phenanthroline